2-(4-(((3R,3aR,6R,6aR)-6-hydroxyhexahydrofuro[3,2-b]furan-3-yl)oxy)phenyl)-6-oxo-5-((3-phenylpropyl)amino)pyrimidin O[C@@H]1CO[C@H]2[C@@H]1OC[C@H]2OC2=CC=C(C=C2)C=2NC(C(=CN2)NCCCC2=CC=CC=C2)=O